pentahomomethionine S-oxide CS(=O)CCCCCCCC(C(=O)O)N